C(=O)C1CCN(CC1)C=1SC2=C(N1)C=C(C(=C2)N2C(OC=C2C(=O)N)C)C(C)(C)O 3-N-[2-(4-formyl-1-piperidyl)-5-(1-hydroxy-1-methyl-ethyl)-1,3-benzothiazol-6-yl]-2-methyl-oxazole-4-carboxamide